N-(3-methylcyclohexyl)picolinamide CC1CC(CCC1)NC(C1=NC=CC=C1)=O